3-chloro-4-((5-chloropyrazin-2-yl)thio)pyridin-2-amine ClC=1C(=NC=CC1SC1=NC=C(N=C1)Cl)N